ClC=1C=C(C=NC1N1N=CC=N1)NC(=O)C=1C=NN(C1C(F)(F)F)C1=C2C=CN=C(C2=CC=C1)[C@@H](C)O (R)-N-(5-chloro-6-(2H-1,2,3-triazol-2-yl)pyridin-3-yl)-1-(1-(1-hydroxyethyl)isoquinolin-5-yl)-5-(trifluoromethyl)-1H-pyrazole-4-carboxamide